[Al].[Pb].[Mn].[Mg] magnesium-manganese-lead-aluminum